3-pentyloctyl 9-[4-(dimethylamino)-N-{8-oxo-8-[(3-pentyloctyl)oxy]-octyl}butanamido]-2-fluorooctadecanoate CN(CCCC(=O)N(CCCCCCCC(OCCC(CCCCC)CCCCC)=O)C(CCCCCCC(C(=O)OCCC(CCCCC)CCCCC)F)CCCCCCCCC)C